NC1=C(N=CC(=N1)C1OC(C(C12CCNCC2)N)C)SC2=C(C(=NC=C2)N)Cl (6-amino-5-((2-amino-3-chloropyridin-4-yl)thio)pyrazin-2-yl)-3-methyl-2-oxa-8-azaspiro[4.5]decan-4-amine